4-((R)-1-(3-amino-5-(trifluoromethyl)phenyl)ethylamino)-7-((S)-3-fluoropyrrolidin-1-yl)-N,N,2-trimethylpyrido[2,3-d]pyrimidine-6-carboxamide NC=1C=C(C=C(C1)C(F)(F)F)[C@@H](C)NC=1C2=C(N=C(N1)C)N=C(C(=C2)C(=O)N(C)C)N2C[C@H](CC2)F